4-(4-methylpiperazin-1-yl)-N-(6-methylquinolin-8-yl)benzamide CN1CCN(CC1)C1=CC=C(C(=O)NC=2C=C(C=C3C=CC=NC23)C)C=C1